vinylboronic acid MIDA ester B1(OC(=O)CN(CC(=O)O1)C)C=C